Boc-N-(4-(2,4-difluorophenoxy)-5-(7-methoxy-1-methyl-1H-pyrrolo[2,3-c]pyridin-3-yl)-2-methylphenyl)-2-(ethylamino)acetamide C(=O)(OC(C)(C)C)C(C(=O)NC1=C(C=C(C(=C1)C1=CN(C2=C(N=CC=C21)OC)C)OC2=C(C=C(C=C2)F)F)C)NCC